4-(ethyl(4-methoxybenzyl)amino)-2-(methylsulfonyl)pyrazolo[1,5-a][1,3,5]triazine-8-carbonitrile C(C)N(C1=NC(=NC=2N1N=CC2C#N)S(=O)(=O)C)CC2=CC=C(C=C2)OC